CC=1N=C2N(C=C(C=C2C)C=2N=C3N(C(C2)=O)C=C(C=C3)C3CCN(CC3)CC)C1 2-(2,8-dimethylimidazo[1,2-a]pyridin-6-yl)-7-(1-ethylpiperidin-4-yl)-4H-pyrido[1,2-a]pyrimidin-4-one